ClCC1C(C(C1)=C(CCl)C)(C)C 1-Chloromethyl-3-(2-Chloro-1-Methylethylidene)-2,2-Dimethylcyclobutane